N[C@@H](CC1=CNC=N1)C(=O)[O-] Histidinate